4-[1-(2,2-dimethylpropionyl)-5-(4-fluorophenyl)-6-isopropyl-pyrrolo[2,3-f]indazol-7-yl]-3-(oxetan-3-yloxy)benzoic acid methyl ester COC(C1=CC(=C(C=C1)C1=C(N(C=2C=C3C=NN(C3=CC21)C(C(C)(C)C)=O)C2=CC=C(C=C2)F)C(C)C)OC2COC2)=O